C1(C=CC(N1CC(=O)OC1C(=O)NC(C1)=O)=O)=O α-maleimidoacetoxy-succinimide